COC1=C(C=NC=C1)C=1N=C(N2C1C=CC=C2)C2=C(C=CC=C2)O 2-(1-(4-methoxypyridin-3-yl)imidazo[1,5-a]pyridin-3-yl)-phenol